FC=1C=C(C(=NC1)C1CCNCC1)C1=NC=CN=C1 2-[5-fluoro-2-(4-piperidyl)-3-pyridyl]pyrazine